8-bromo-1-(4-isopropoxyphenyl)-3-methyl-1,3-dihydro-2H-imidazo[4,5-c]quinolin-2-one BrC1=CC=2C3=C(C=NC2C=C1)N(C(N3C3=CC=C(C=C3)OC(C)C)=O)C